FC1=C(C=CC(=C1)F)C1=CC(=NC=2[C@H]3CC[C@@H](C12)O3)C(=O)N (5S,8R)-4-(2,4-difluorophenyl)-5,6,7,8-tetrahydro-5,8-epoxyquinoline-2-carboxamide